1,3a,4,5,10,11a-hexahydro-2H-benzo[b]pyrrolo[2,3-f][1,4]diazocine-2,11(3H)-dione hydrochloride Cl.N1C(CC2C1C(NC1=C(NC2)C=CC=C1)=O)=O